CN(C=1C=2N(C3=CC(=CC=C3N1)C(=O)OC)C=NC2)C Methyl 4-(dimethylamino)imidazo[1,5-a]quinoxaline-8-carboxylate